N1C=NC2=C1C=CC(=C2)N2C(C1=C(C=CC(=C1C2C2=CC=C(C=C2)OC)Cl)Cl)=O 2-(1H-benzo[d]imidazol-5-yl)-4,7-dichloro-3-(4-methoxyphenyl)isoindolin-1-one